Geranylsalicylat C(\C=C(/C)\CCC=C(C)C)OC=1C(C(=O)[O-])=CC=CC1